(S)-2-amino-3-(benzo[d]oxazol-2-yl)-N-(1-cyanocyclopropyl)propenamide NC(C(=O)NC1(CC1)C#N)=CC=1OC2=C(N1)C=CC=C2